ClC=1C=C(C=CC1F)NC(N(CC(C)C)C(C)C1=CN(C(C2=CC(=C(C=C12)F)F)=O)C)=O 3-(3-Chloro-4-fluorophenyl)-1-(1-(6,7-difluoro-2-methyl-1-oxo-1,2-dihydroisoquinolin-4-yl)ethyl)-1-isobutylurea